4-(1-(ethylsulfonyl)-5-((4-(trifluoromethyl)phenyl)amino)-1H-indol-6-yl)-6-methyl-1,6-dihydro-7H-pyrrolo[2,3-c]pyridin-7-one C(C)S(=O)(=O)N1C=CC2=CC(=C(C=C12)C=1C2=C(C(N(C1)C)=O)NC=C2)NC2=CC=C(C=C2)C(F)(F)F